OC1=C(C(=O)NC2=C(C(=O)O)C=C(C=C2)O)C=C(C(=C1)C(=O)NC1=C(C=C(C=C1)O)C(=O)O)O 2-(2,5-dihydroxy-4-(4-hydroxy-2-carboxyphenylaminocarbonyl)benzamido)-5-hydroxybenzoic acid